5-bromo-6-(ethoxymethyl)-2-oxo-1-phenyl-1,2-dihydropyridine-3-carboxylic acid BrC=1C=C(C(N(C1COCC)C1=CC=CC=C1)=O)C(=O)O